L-2-thiouracil N1C(=S)NC(=O)C=C1